CN1N=CC(=C1C)S(=O)(=O)N1CCN(CC1)C=1C(=CC=2N(N1)C=CN2)C 6-(4-((1,5-dimethyl-1H-pyrazol-4-yl)sulfonyl)piperazin-1-yl)-7-methylimidazo[1,2-b]pyridazine